2-(4-(1-(4-methoxybenzyl)-4-(5-methyloxazol-2-yl)-2-oxo-2,3-dihydro-1H-benzo[b]azepin-8-yl)-1H-pyrazol-1-yl)acetonitrile COC1=CC=C(CN2C3=C(C=C(CC2=O)C=2OC(=CN2)C)C=CC(=C3)C=3C=NN(C3)CC#N)C=C1